tert-butyl 2-(3-fluoropyridin-2-yl)hydrazine-1-carboxylate FC=1C(=NC=CC1)NNC(=O)OC(C)(C)C